2-(5-((3-methyl-oxetan-3-yl)methoxy)-1H-benzo[d]imidazol-1-yl)-8-(pyrrolidin-3-yl)quinoline CC1(COC1)COC1=CC2=C(N(C=N2)C2=NC3=C(C=CC=C3C=C2)C2CNCC2)C=C1